hexanediol tetradecanedioate C(CCCCCCCCCCCCC(=O)O)(=O)O.C(CCCCC)(O)O